Dysprosium hydrid [H-].[Dy+3].[H-].[H-]